2-(5-(2-Methoxypyridin-4-yl)-2,3-dihydro-1H-inden-4-yl)-N-(N-methyl-N-(1-methylpyrrolidin-3-yl)sulfamoyl)acetamide, Potassium Salt [K].COC1=NC=CC(=C1)C=1C(=C2CCCC2=CC1)CC(=O)NS(N(C1CN(CC1)C)C)(=O)=O